O=C1N(C(CC1)=O)OC(CCC(CCC(=O)ON1C(CCC1=O)=O)NC(=O)OC(C)(C)C)=O 4-((tert-butoxycarbonyl)amino)heptanedioic acid bis(2,5-dioxopyrrolidin-1-yl) ester